(13S,13aR)-2,3,9,10-tetramethoxy-13-methyl-5,6,7,8,13,13a-hexahydroisoquinolino[2,1-b]isoquinoline sulfate S(=O)(=O)(O)O.COC=1C(=CC=2CCN3CC=4C(=C(C=CC4[C@@H]([C@@H]3C2C1)C)OC)OC)OC